6-(3-amino-6-(4-(4-(4,4-difluorobutyl)piperazin-1-yl)phenyl)-5-fluoropyrazin-2-yl)-4-methylisoquinolin-1(2H)-one NC=1C(=NC(=C(N1)F)C1=CC=C(C=C1)N1CCN(CC1)CCCC(F)F)C=1C=C2C(=CNC(C2=CC1)=O)C